O1[C@@H](COCC1)COC1=C(C=NC(=C1)F)N 4-{[(2S)-1,4-dioxan-2-yl]methoxy}-6-fluoropyridin-3-amine